N1=CNC(C2=CC3=C(C=C12)C=CC=C3)=O Benzo[g]quinazolin-4(3H)-one